2-amino-N-((5-chloro-3-pyridinyl)methyl)-3-methyl-N-((5-(trifluoromethyl)-2-pyridinyl)methyl)-6-quinolinecarboxamide NC1=NC2=CC=C(C=C2C=C1C)C(=O)N(CC1=NC=C(C=C1)C(F)(F)F)CC=1C=NC=C(C1)Cl